2-(4-(2-(1-(4-fluorophenyl)ethyl)-2H-tetrazol-5-yl)-2-methoxyphenylsulfonamido)acetamide FC1=CC=C(C=C1)C(C)N1N=C(N=N1)C1=CC(=C(C=C1)S(=O)(=O)NCC(=O)N)OC